ClC1=C(C=CC=C1)[C@@H](C)OC(=O)NC=1C(=NSC1C1=CC=C(OC2C[C@H](CCC2)C(=O)O)C=C1)C (S)-3-(4-(4-((((R)-1-(2-chlorophenyl)ethoxy)carbonyl)amino)-3-methylisothiazol-5-yl)phenoxy)cyclohexane-1-carboxylic acid